C(C)(C)(C)OC(=O)N1CC(C(C1)O)C(=O)O 1-tert-butoxycarbonyl-4-hydroxy-pyrrolidine-3-carboxylic acid